O=C1NC(CCC1OC=1C=CC(=NC1)N1CCC(CC1)CN1CCC(CC1)C1=CC=C(C=C1)NC1=NC=CC(=N1)C1=CC(=C(CNC(=O)N2CC(C2)OC(C)C)C=C1)C)=O N-(4-(2-((4-(1-((1-(5-((2,6-dioxopiperidin-3-yl)oxy)pyridin-2-yl)piperidin-4-yl)methyl)piperidin-4-yl)phenyl)amino)pyrimidin-4-yl)-2-methylbenzyl)-3-isopropoxyazetidine-1-carboxamide